Methyl (1r,4r)-4-(3-(4-methoxyphenyl)-1,2,4-oxadiazol-5-yl)cyclohexane-1-carboxylate COC1=CC=C(C=C1)C1=NOC(=N1)C1CCC(CC1)C(=O)OC